CC1=C(C=C(N)C=C1)C1=CC(=NC(=C1)OCCOC1OCCCC1)N1CCOCC1 4-methyl-3-(2-morpholino-6-(2-((tetrahydro-2H-pyran-2-yl)oxy)ethoxy)pyridin-4-yl)aniline